[Ru](Cl)Cl.N1=CC=CC=C1 pyridine ruthenium dichloride